(2-methoxypyridin-4-yl)boranediol COC1=NC=CC(=C1)B(O)O